Phosphonium tetrabutyl-tetraphenylborate C(CCC)C=1C(=C(C(=C(C1)[B-](C1=CC=CC=C1)(C1=CC=CC=C1)C1=CC=CC=C1)CCCC)CCCC)CCCC.[PH4+]